C(C)(C)(C)OC(=O)N1C2CC(CC1CC2)OCC2=C(C=C(C=C2)C(F)(F)F)F 3-[[2-fluoro-4-(trifluoromethyl)phenyl]methoxy]-8-azabicyclo[3.2.1]octane-8-carboxylic acid tert-butyl ester